1-(4-isopropylphenethyl)guanidine hydrochloride Cl.C(C)(C)C1=CC=C(CCNC(=N)N)C=C1